OCCCN1N=C(C=C1C1=NNC(=N1)C1=NC(=CC2=C1C=NN2C)C(=O)N)C 4-{3-[1-(3-hydroxypropyl)-3-methyl-1H-pyrazol-5-yl]-1H-1,2,4-triazol-5-yl}-1-methyl-1H-pyrazolo[4,3-c]pyridine-6-carboxamide